C(#N)C1(CC1)C1=CC=C(C=C1)N(CC(C)OC1CCN(CC1)C(=O)[O-])C1=C(C=CC(=C1)C=1C(=NOC1C)C)C 4-((1-((4-(1-cyanocyclopropyl)phenyl)(5-(3,5-dimethylisoxazol-4-yl)-2-methylphenyl)amino)propan-2-yl)oxy)piperidine-1-carboxylate